NC1=CC=CC(=N1)S(=O)(=O)NC(=O)C=1C(=NC(=CC1)C=1N(N=C(C1)C)C)OC1=C(C=C(C=C1C)C)C N-[(6-Amino-2-pyridyl)sulfonyl]-6-(2,5-dimethylpyrazol-3-yl)-2-(2,4,6-trimethylphenoxy)pyridin-3-carboxamid